C(C)C(COC(CCCCC(CN(CCCCSSCCN1CCN(CC1)CCOC(CCCCN(CC(CCCCCCC(=O)OCCC(C)C)O)CC(CCCCCCC(=O)OCCC(C)C)O)=O)CC(CCCCC(OCC(CC)CC)=O)O)O)=O)CC Diisopentyl 9,9'-((5-(2-(4-(2-((4-(bis(7-(2-ethylbutoxy)-2-hydroxy-7-oxoheptyl)amino)-butyl)disulfaneyl)ethyl)piperazin-1-yl)ethoxy)-5-oxopentyl)azanediyl)bis(8-hydroxynonanoate)